ClC1=CC(=C(C(=O)NC2=CC=C(C(=O)O)C=C2)C=C1Cl)OC1=C(C=C(C=C1)Cl)OC 4-(4,5-dichloro-2-(4-chloro-2-methoxyphenoxy)benzoylamino)benzoic acid